(5-((3-Methyl-2,4,8,9-tetrazabicyclo[4.3.0]nona-1,3,5,7-tetraen-5-ylamino)methyl)-2-pyrazinyl)methanol CC=1N=C2NN=CC2=C(N1)NCC=1N=CC(=NC1)CO